ClC=1C=C(C(=O)NC2=C3C(N(C=NC3=CC=C2)CC2=NC=CC=C2C(F)(F)F)=O)C=C(C1O)Cl 3,5-dichloro-4-hydroxy-N-(4-oxo-3-((3-(trifluoromethyl)pyridin-2-yl)methyl)-3,4-dihydroquinazolin-5-yl)benzamide